ONC(CC(=O)OCC)=N ethyl 3-(hydroxylamino)-3-iminopropionate